6-(endo-3-amino-8-azabicyclo[3.2.1]octan-8-yl)-3-(3,4-dichloro-2-methyl-2H-indazol-5-yl)-5-methyl-1,5-dihydro-4H-pyrazolo[3,4-d]pyrimidin-4-one, hydrochloride salt Cl.NC1CC2CCC(C1)N2C=2N(C(C1=C(N2)NN=C1C1=C(C2=C(N(N=C2C=C1)C)Cl)Cl)=O)C